3-[4-(Diphenylamino)phenyl]-1-(2-hydroxyphenyl)-2-propene-1-one C1(=CC=CC=C1)N(C1=CC=C(C=C1)C=CC(=O)C1=C(C=CC=C1)O)C1=CC=CC=C1